CC1(CN2C(OC1)=C(C=N2)[S@](=O)(N)=NC(NC2=C1C(=CC=3CCCC23)C[C@H]1C)=O)C (S)-6,6-dimethyl-N'-(((R)-2-methyl-2,4,5,6-tetrahydro-1H-cyclobuta[f]inden-3-yl)carbamoyl)-6,7-dihydro-5H-pyrazolo[5,1-b][1,3]oxazine-3-sulfonimidamide